BrC1=C2CC(C(C2=CC=C1)O)(C)C 4-bromo-2,2-dimethyl-2,3-dihydro-1H-inden-1-ol